[1,1':4',1''-terphenyl]-3,3'',5,5'-tetra-formaldehyde C1(=CC(=CC(=C1)C=O)C=O)C1=CC=C(C(=C1)C=O)C1=CC(=CC=C1)C=O